BrC=1C=CC(=NC1)O[C@@H]1C[C@@H]2CN([C@H]1C2)C(=O)C2=C(C(=CC=C2)F)C2=NC=CC=N2 ((1S,4R,6R)-6-((5-bromopyridin-2-yl)oxy)-2-azabicyclo[2.2.1]heptan-2-yl)(3-fluoro-2-(pyrimidin-2-yl)phenyl)methanone